3-bromo-1H-pyrazolo[3,4-d]pyrimidine-4,6-diamine BrC1=NNC2=NC(=NC(=C21)N)N